COC(=O)C1=C(NC(=C1)C1=C2C(=NC=C1)N(C=C2)S(=O)(=O)C2=CC=CC=C2)C2=CC(=C(C=C2)F)F 2-(3,4-difluorophenyl)-5-[1-(benzenesulfonyl)-1H-pyrrolo[2,3-b]pyridin-4-yl]-1H-pyrrole-3-carboxylic acid methyl ester